methyl 7,7-difluoro-4-(hydroxymethyl)-5H,6H-cyclopenta[b]pyridine-2-carboxylate FC1(CCC=2C1=NC(=CC2CO)C(=O)OC)F